6-(4-chlorobenzoyl)quinolone ClC1=CC=C(C(=O)C=2C=C3C=CC(NC3=CC2)=O)C=C1